FC=1N=C(SC1C(=O)NC=1C=NC(=CC1)F)C=1C=NC(=CC1)N1C[C@@H](CC1)F (R)-4-fluoro-N-(6-fluoropyridin-3-yl)-2-(6-(3-fluoropyrrolidin-1-yl)pyridin-3-yl)thiazole-5-carboxamide